CC1=C(C(=CC=C1)C)C1=NC(=NC(=C1)OC[C@@H](CC(C)(C)C)NCC1=CC=C(C=C1)I)NS(=O)(=O)C=1C=C(C(=O)O)C=CC1 3-[[4-(2,6-dimethylphenyl)-6-[(2R)-2-[(4-iodophenyl)methylamino]-4,4-dimethyl-pentoxy]pyrimidin-2-yl]sulfamoyl]benzoic acid